1-(2-ethyl-6-(1-methyl-5-(((methylsulfonyl) oxymethyl)-1H-1,2,3-triazol-4-yl) pyridin-3-yl)-5,5-difluoropiperidin-3-yl) acetate C(C)(=O)OC1C(NC(C(C1)(F)F)C=1CN(C=C(C1)C=1N=NN(C1)COS(=O)(=O)C)C)CC